CC1=NC=CN=C1 methyl-(pyrazin)